rac-(R)-1-(3-((2-((3-methyl-1-(1-methylpyrrolidin-3-yl)-1H-pyrazol-4-yl)amino)-5-(trifluoromethyl)pyrimidin-4-yl)amino)propyl)piperidin-2-one CC1=NN(C=C1NC1=NC=C(C(=N1)NCCCN1C(CCCC1)=O)C(F)(F)F)[C@H]1CN(CC1)C |r|